(2S,12R,12aS)-6a-chloro-8-methoxy-1,2,3,5,6,6a,12,12a-octahydro-2,12-methanobenzofuro[2,3-d]pyrrolo[1,2-a]azepin-11-ium ClC12C([C@H]3[C@H]4N(CC1)C[C@H](C4)C3)=[O+]C3=C2C=C(C=C3)OC